4-bromo-5-fluoro-2-methyl-3-nitropyridine BrC1=C(C(=NC=C1F)C)[N+](=O)[O-]